methyl (S)-2-(3-((6-((1-(3-methoxyphenyl)ethyl)carbamoyl)-1,2-dimethyl-1H-indol-3-yl)methyl)phenoxy)-2-methylpropanoate COC=1C=C(C=CC1)[C@H](C)NC(=O)C1=CC=C2C(=C(N(C2=C1)C)C)CC=1C=C(OC(C(=O)OC)(C)C)C=CC1